C(CCC)P(OCC(C)(C)C)(OCCC)=O Butylphosphonic acid, neopentyl propyl ester